[N+](=O)([O-])N(CC)CN(CC)[N+](=O)[O-] 3,5-dinitro-3,5-diazaheptane